ClC=1C=CC(=NC1)CN1C(=NC2=C1C=CC=C2)N2C[C@H](CCC2)NC (3S)-1-(1-((5-chloro-2-pyridinyl)methyl)-1H-benzoimidazol-2-yl)-N-methyl-3-piperidinamine